N1C(CCCC1)CC(=O)OCC 2-Piperidineacetic acid, ethyl ester